Tert-butyl (S)-4-((3-chloro-2,4-difluorophenyl)(methyl)carbamoyl)-2-oxoimidazolidine-1-carboxylate ClC=1C(=C(C=CC1F)N(C(=O)[C@H]1NC(N(C1)C(=O)OC(C)(C)C)=O)C)F